C[C@H]1N([C@@H](C1)C)C(=O)N[C@H](C(=O)O)CCN(CCOCC(F)(F)F)CCCCC1=NC=2NCCCC2C=C1 (2S)-2-[[(2R,4R)-2,4-dimethylazetidine-1-carbonyl]amino]-4-[4-(5,6,7,8-tetrahydro-1,8-naphthyridin-2-yl)butyl-[2-(2,2,2-trifluoroethoxy)ethyl]amino]butanoic acid